2,3-bisphosphinylpyrazine [PH2](=O)C1=NC=CN=C1[PH2]=O